OCC1CCC(CC1)OC(C(=C)C)=O.CN(C(=O)C1CNCCC1)C N,N-dimethyl-3-piperidinecarboxamide (4-(hydroxymethyl)cyclohexyl)methacrylate